C(#N)C1(CC1)NS(=O)(=O)C=1C=CC=2N(C1)C(=NC2C=2CC1(CNC1)CC2)C=2SC(=NN2)C(F)F N-(1-cyanocyclopropyl)-3-(5-(difluoromethyl)-1,3,4-thiadiazol-2-yl)-1-(2-Azaspiro[3.4]octane-6-en-6-yl)imidazo[1,5-a]pyridine-6-sulfonamide